COCCOCCOCCOCCOC1=C2C(=CNC2=CC=C1)CCN(C)C 2-(4-((2,5,8,11-tetraoxatridecan-13-yl)oxy)-1H-indol-3-yl)-N,N-dimethylethane-1-amine